(S)-4-((R or S)-3-(2-(5-fluorothiophen-2-yl)ethyl)-1-(2-(6-methylpyridin-3-yl)propan-2-yl)pyrrolidin-3-yl)-3,4-dihydroquinazolin-2(1H)-one FC1=CC=C(S1)CC[C@@]1(CN(CC1)C(C)(C)C=1C=NC(=CC1)C)[C@@H]1NC(NC2=CC=CC=C12)=O |o1:8|